(2R,3S,5R)-5-(6-amino-2-fluoro-9H-purin-9-yl)-2-(((cyclopentanecarbonyl)oxy)methyl)-2-ethynyl-tetrahydrofuran-3-yl cyclopentanecarboxylate C1(CCCC1)C(=O)O[C@@H]1[C@@](O[C@H](C1)N1C2=NC(=NC(=C2N=C1)N)F)(C#C)COC(=O)C1CCCC1